2-methoxyphenyl-isoxazol-3-yl-piperazine-1-carboxylate COC1=C(C=CC=C1)OC(=O)N1C(CNCC1)C1=NOC=C1